ClC1=C(C=C(C=C1)OC)C(C)N1CCC1 1-(1-(2-chloro-5-methoxyphenyl)ethyl)azetidin